5-(5-(3-benzyl-1-((1,3-dimethyl-1H-pyrazol-5-yl)sulfonyl)pyrrolidin-3-yl)-6-methyl-1H-indazol-1-yl)-1-methylpyridin-2(1H)-one C(C1=CC=CC=C1)C1(CN(CC1)S(=O)(=O)C1=CC(=NN1C)C)C=1C=C2C=NN(C2=CC1C)C=1C=CC(N(C1)C)=O